1-(6-(4-chloro-2-(4-(4-isopropylpiperazin-1-yl)phenyl)-1H-pyrrolo[2,3-b]pyridin-3-yl)-2H-benzo[b][1,4]oxazin-4(3H)-yl)prop-2-en-1-one ClC1=C2C(=NC=C1)NC(=C2C2=CC1=C(OCCN1C(C=C)=O)C=C2)C2=CC=C(C=C2)N2CCN(CC2)C(C)C